C1(=CC=CC=C1)P(C1=C(C=CC=C1)P(C1=CC=CC=C1)C1=CC=CC=C1)C1=CC=CC=C1 1,2-Bis(diphenyl-phosphino)benzene